C(C)C1=C(NC2=CC(=CC(=C12)OCC1=CC=CC=C1)F)C(=O)O.CN(CC(=O)O)C N,N-Dimethyl-glycine ethyl-4-(benzyloxy)-6-fluoroindole-2-carboxylate